3-[3-Hydroxy-2-(5H-imidazo[1,5-b]isoindol-5-yl)-7-azaspiro[3.5]nonan-7-carbonyl]piperidin-1-carboxamid OC1C(CC12CCN(CC2)C(=O)C2CN(CCC2)C(=O)N)C2N1C(C=3C=CC=CC23)=CN=C1